BrC1=C(C=C(C=C1)F)C(C)OC(F)F 1-bromo-2-(1-(difluoromethoxy)ethyl)-4-fluorobenzene